CN1N=C(C=2C=NC=CC21)C2=CC=C(C=C2)NC(=O)NCC=2C=NNC2 1-[4-(1-Methyl-1H-pyrazolo[4,3-c]pyridin-3-yl)-phenyl]-3-(1H-pyrazol-4-ylmethyl)-urea